C=1C2=C(OC1)C=C(C1=CC=CC=C12)O naphtho[2,1-b]furan-5-ol